CC1=C(OCC(=O)N[C@H]([C@H](C[C@H](CC2=CC=CC=C2)NC([C@H](CC2=CN=CS2)N2C(NCCC2)=O)=O)O)CC2=CC=CC=C2)C(=CC=C1)C (S)-N-((2S,4S,5S)-5-(2-(2,6-dimethylphenoxy)acetamido)-4-hydroxy-1,6-diphenylhexane-2-yl)-2-(2-oxotetrahydropyrimidin-1(2H)-yl)-3-(thiazol-5-yl)propanamide